O(C1=CC=CC=C1)C1=CC=C(C=C1)CN (4-phenoxyphenyl)methanamine